C(#N)N=S(=O)(NC(NC1=C2CCCC2=CC=2CCCC12)=O)\C=C\C1NCC2C1CCC2 (E)-N'-cyano-N-((1,2,3,5,6,7-hexahydro-s-indacen-4-yl)carbamoyl)-2-(octahydrocyclopenta[c]pyrrol-1-yl)ethene-1-sulfonimidamide